6-fluoro-1-methyl-1,4-dihydro-5H-[1,2,3]triazolo[4,5-c]isoquinolin-5-one FC1=CC=CC=2C3=C(NC(C12)=O)N=NN3C